phenyl [(2-fluorophenyl)methyl] disulfide FC1=C(C=CC=C1)CSSC1=CC=CC=C1